(5-bromo-2-oxo-1,2-dihydropyridin-1-yl)propionitrile BrC=1C=CC(N(C1)C(C#N)C)=O